2-(1,3-dimethylpyrrolo[1,2-a]pyrazin-7-yl)-7-[(3R)-3-methyl-4-(propan-2-yl)piperazin-1-yl]-4H-pyrido[1,2-a]pyrimidin-4-one CC=1C=2N(C=C(N1)C)C=C(C2)C=2N=C1N(C(C2)=O)C=C(C=C1)N1C[C@H](N(CC1)C(C)C)C